FC=1C=C(C=CC1)S(=O)(=O)C1CNC2=C(O1)C(=CN=C2)C2=CC=C(C#N)C=C2 4-((3-fluorobenzenesulfonyl)-3,4-dihydro-2H-pyrido[4,3-b][1,4]oxazine-8-yl)benzonitrile